CO[C@H]1[C@H]([C@@H](O[C@@H]1CO)N1C(=O)NC(=O)C=C1)S O-methyl-2'-thiouridine